CC1(CC2=C(N=C(N=C2)NC2CCN(CC2)S(=O)(=O)C)N(C1=O)CC1=CC=NN1C)C 6,6-dimethyl-8-((1-methyl-1H-pyrazol-5-yl)methyl)-2-((1-(methylsulfonyl)piperidin-4-yl)amino)-5,8-dihydropyrido[2,3-d]pyrimidin-7(6H)-one